(S)-2-(4-(2,4-difluoro-5-(2-(methylsulfinyl)ethoxy)phenyl)-piperazin-1-yl)ethan-1-amine hydrochloride Cl.FC1=C(C=C(C(=C1)F)OCC[S@@](=O)C)N1CCN(CC1)CCN